methyl 2-(3-nitroindol-1-yl)propanoate [N+](=O)([O-])C1=CN(C2=CC=CC=C12)C(C(=O)OC)C